4-[4-[[2-fluoro-4-(triazolo[4,5-b]pyridin-3-yl)benzoyl]-[(3R)-3-piperidyl]amino]thieno[3,2-c]pyridin-2-yl]thiazole-2-carboxylic acid FC1=C(C(=O)N(C2=NC=CC3=C2C=C(S3)C=3N=C(SC3)C(=O)O)[C@H]3CNCCC3)C=CC(=C1)N1N=NC=3C1=NC=CC3